2-(5-Fluoro-2-methoxyphenyl)-2-(7-iodo-4-oxo-2H-benzo[e][1,3]oxazin-3(4H)-yl)acetic acid methyl ester COC(C(N1COC2=C(C1=O)C=CC(=C2)I)C2=C(C=CC(=C2)F)OC)=O